azolinium acetate C(C)(=O)[O-].[NH+]1=CCCC1